C1C(CC12CCC2)C(=O)O.ClC2=C(C(=O)NC1=C3C=NN(C3=CC=C1)C(C)C)C=C(C=C2)CNC(COC)=O 2-Chloro-5-{[(methoxyacetyl)amino]methyl}-N-[1-(propan-2-yl)-1H-indazol-4-yl]benzamide spiro[3.3]heptane-2-carboxylate